FC1=CC(=C(C(=C1)C1=CC(=NC=C1)OC)NC(=O)N=S(=O)(N)C=1C=NN2C1OCCC2)C(C)C N'-((4-fluoro-2-isopropyl-6-(2-methoxypyridin-4-yl)phenyl)carbamoyl)-6,7-dihydro-5H-pyrazolo[5,1-b][1,3]oxazine-3-sulfonimidamide